C(=O)C1=C(OC=C1)C(=O)O formylfurancarboxylic acid